The molecule is a L-galactose 1-phosphate(2-) in which the anomeric center has beta-configuration. It has a role as a fundamental metabolite. It is a conjugate base of a beta-L-galactose 1-phosphate. C([C@H]1[C@H]([C@H]([C@@H]([C@H](O1)OP(=O)([O-])[O-])O)O)O)O